4,4-dihydroxy-8-({1-[(3R)-3-hydroxy-L-prolyl]azetidin-3-yl}oxy)-5-oxa-4-boranuidabicyclo[4.4.0]deca-1(6),7,9-triene-7-carboxylic acid disodium salt [Na+].[Na+].O[B-]1(CCC=2C=CC(=C(C2O1)C(=O)O)OC1CN(C1)C([C@H]1NCC[C@H]1O)=O)O.O[B-]1(CCC=2C=CC(=C(C2O1)C(=O)O)OC1CN(C1)C([C@H]1NCC[C@H]1O)=O)O